FC1=C(C(=CC=C1C(=O)C1=CNC2=NC=C(C=C21)C=2C=NC(=CC2)C)F)NS(=O)(=O)CCC N-(2,6-difluoro-3-(5-(6-methylpyridin-3-yl)-1H-pyrrolo[2,3-b]pyridine-3-carbonyl)phenyl)propane-1-sulfonamide